C(=O)O.CN1N=CC(=C1)C1=CC=C(C=C1)NC(=O)N 1-(4-(1-methyl-1H-pyrazol-4-yl)-phenyl)urea formate